m-tolyl-titanium C1(=CC(=CC=C1)[Ti])C